FC1=C(C=CC(=C1)OC1=CC(=NC=C1)N1CC(C(CC1)O)(C)C)NC1=NC=NC2=CC(=C(C=C12)NC1CCN(CC1)C(C=C)=O)OC 1-(4-((4-((2-fluoro-4-((2-(4-hydroxy-3,3-dimethylpiperidin-1-yl)pyridin-4-yl)oxy)phenyl)amino)-7-methoxyquinazolin-6-yl)amino)piperidin-1-yl)prop-2-en-1-one